(3R)-4-amino-7-fluoro-3-methyl-N-(1-methyl-1H-pyrazol-3-yl)-N-(6-(trifluoromethyl)-2,3-dihydrobenzofuran-3-yl)-1,3-dihydrofuro[3,4-c]quinolin-8-carboxamide NC1=NC=2C=C(C(=CC2C2=C1[C@H](OC2)C)C(=O)N(C2COC1=C2C=CC(=C1)C(F)(F)F)C1=NN(C=C1)C)F